6-chloro-N-{3-[2-(4-chloro-3-fluorophenoxy)acetamido]bicyclo[1.1.1]pent-1-yl}-4-(3,3,3-trifluoropropionyl)-3,4-dihydro-2H-1,4-benzoxazine-2-carboxamide ClC=1C=CC2=C(N(CC(O2)C(=O)NC23CC(C2)(C3)NC(COC3=CC(=C(C=C3)Cl)F)=O)C(CC(F)(F)F)=O)C1